2-(3-trimethoxysilylpropyl)guanidine CO[Si](CCCN=C(N)N)(OC)OC